C(CCCCCCC)OP(=O)(OCCCCCCCC)C=1C=CC=C2C=CC(=NC12)C=CC(=O)O 3-(8-(bis(octyloxy)phosphoryl)quinolin-2-yl)propenoic acid